t-butyl 2-[1-(3-aminophenyl)-4-fluoro-4-piperidyl]acetate NC=1C=C(C=CC1)N1CCC(CC1)(F)CC(=O)OC(C)(C)C